tert-Butyl 3-(4-fluoro-2-isopropyl-6-(2-methoxypyridin-4-yl)phenyl)propanoate FC1=CC(=C(C(=C1)C1=CC(=NC=C1)OC)CCC(=O)OC(C)(C)C)C(C)C